1,6,6-Trimethyl-2-oxo-N-phenyl-7,8-dihydro-5H-quinoline-3-carboxamide CN1C(C(=CC=2CC(CCC12)(C)C)C(=O)NC1=CC=CC=C1)=O